3-(4-chlorophenyl)-3-(2-methoxymethoxy-5-methylphenyl)-acrylic acid methyl ester COC(C=C(C1=C(C=CC(=C1)C)OCOC)C1=CC=C(C=C1)Cl)=O